C1(CCC1)OC1=CC(=CC(=N1)N)OC 6-cyclobutoxy-4-methoxypyridin-2-amine